C(CCCCC)C=1C(N([C@@H](CC1CCCCCC)C)C(C)C)=O (R)-3,4-Dihexyl-1-isopropyl-6-methyl-5,6-dihydropyridin-2(1H)-one